cis-13-docosen CCCCCCCCCCCC\C=C/CCCCCCCC